FC(C1=CN=C(N1)C(=O)OCC)(F)F ethyl 5-(trifluoromethyl)-1H-imidazole-2-carboxylate